CCCCC/C=C\C/C=C\CCCCCCCCCCCC(=O)OC[C@H](COP(=O)(O)OC[C@@H](C(=O)O)N)OC(=O)CCCCCCC/C=C\CCCC 1-(13Z,16Z-docosadienoyl)-2-(9Z-tetradecenoyl)-glycero-3-phosphoserine